(1E)-N-[(6-chloro-3-pyridinyl)methyl]-N-ethyl-N'-methyl-2-nitro-1,1-ethylenediamine ClC1=CC=C(C=N1)CN(C(C[N+](=O)[O-])NC)CC